BrC1=C(C=CC(=C1)F)N1CCC(CC1)O 1-(2-bromo-4-fluoro-phenyl)piperidin-4-ol